C1(=C(C=CC=C1)/C=C/C(=O)N1C(OCC1)=O)C1=CC=CC=C1 (E)-3-(3-([1,1'-biphenyl]-2-yl)propenoyl)oxazolidin-2-one